2,N-dicyclohexyl-2-[2-(3-dimethylamino-phenyl)-6-fluoro-benzimidazol-1-yl]-acetamide C1(CCCCC1)C(C(=O)NC1CCCCC1)N1C(=NC2=C1C=C(C=C2)F)C2=CC(=CC=C2)N(C)C